2,6-dibromo-4-methoxybenzoic acid BrC1=C(C(=O)O)C(=CC(=C1)OC)Br